N1=CC(=CC=C1)C=CCC=1C=NC=CC1 1,3-bis(3-pyridyl)propaneN